CC1=CC=C(CN2C(CC=3C(=CC=CC23)C(=O)N)=O)C=C1 (4-methylbenzyl)-2-oxoindoline-4-carboxamide